NC=1C2=C(N(C(N1)=O)C1=C(C=CC=C1)C)N=C(C=C2)N2CC(C2)(F)F amino-7-(3,3-difluoroazetidin-1-yl)-1-(o-tolyl)pyrido[2,3-d]pyrimidin-2(1H)-one